C(CC=CCC)(=O)O.C(CC=CCC)(=O)O.IC1=C(C=C(C=C1C)C)C iodomesitylene bis(3-hexenoate)